C1(=CC=CC=C1)S(=O)(=O)O.ClC(OC1=CC=C(C=C1)NC(C1=CN=C(C(=C1)C1=NC=CN=C1)N1C[C@@H](CC1)F)=O)(F)F (R)-N-(4-(chlorodifluoromethoxy)phenyl)-6-(3-fluoropyrrolidin-1-yl)-5-(pyrazin-2-yl)nicotinamide benzenesulfonate